C(C)OC1=C(C=C2C(=NC=NC2=C1)O)NC1CCN(CC1)C(=O)OC(C)(C)C tert-butyl 4-[(7-ethoxy-4-hydroxyquinazolin-6-yl)amino]piperidine-1-carboxylate